ClC1=CC(=CC(=N1)N1CCN(CC1)S(=O)(=O)C1=CC=C(C=C1)C1=C(C(=O)N)C=CC=C1CNCC1NC(OC1)=O)C(F)(F)F [4-[4-[6-chloro-4-(trifluoromethyl)-2-pyridyl]piperazin-1-yl]sulfonylphenyl]-3-[[(2-oxooxazolidin-4-yl)methylamino]methyl]benzamide